[2-(5-cyanopyridin-2-yl)-5-(2,6-difluoro-4-methoxyphenyl)-1-methyl-3-oxo-2,3-dihydro-1H-pyrazol-4-yl]-4-(difluoromethoxy)benzamide C(#N)C=1C=CC(=NC1)N1N(C(=C(C1=O)C1=C(C(=O)N)C=CC(=C1)OC(F)F)C1=C(C=C(C=C1F)OC)F)C